CC1CCC(NC1)C1=CC(=CC=C1)OC[C@H]1CNCC1 5-methyl-2-(3-((R)-pyrrolidin-3-ylmethoxy)phenyl)piperidine